C[Si](C(C(C)N[Si](C)(C)C)N)(C)C 1,N2-bis(trimethylsilyl)propane-1,2-diamine